(2S,5R)-3-(4-aminophenylethyl)-2-(1-(4-bromophenyl)-3-(thiophen-3-yl)-1H-pyrazol-4-yl)-5-methyloxazolidin-4-one NC1=CC=C(C=C1)CCN1[C@@H](O[C@@H](C1=O)C)C=1C(=NN(C1)C1=CC=C(C=C1)Br)C1=CSC=C1